5-phenylamino-3-ethyl-1-(4-vinylbenzyl)-1H-1,2,4-triazole C1(=CC=CC=C1)NC1=NC(=NN1CC1=CC=C(C=C1)C=C)CC